5-{[(2R,3s)-1-[(1R)-1-(7-ethyl-6-oxo-5H-1,5-naphthyridin-3-yl)ethyl]-2-methylazetidin-3-yl]oxy}-N-methylpyridine-2-carboxamide C(C)C=1C(NC=2C=C(C=NC2C1)[C@@H](C)N1[C@@H]([C@H](C1)OC=1C=CC(=NC1)C(=O)NC)C)=O